C(C)OC1=C(C=CC=C1)NC(=O)C1=CC2=CC=CC=C2C=C1O N-(2-ethoxyphenyl)-3-hydroxy-2-naphthalenecarboxamide